C(C)[C@@H]1CN(S(C2=C(O1)C=CC=C2)(=O)=O)CC2=CC(=CC=1N(C=NC12)C(C1=CC=CC=C1)(C1=CC=CC=C1)C1=CC=CC=C1)B1OC(C(O1)(C)C)(C)C (R)-4-ethyl-2-{[6-(4,4,5,5-tetramethyl-1,3,2-dioxaborolan-2-yl)-1-trityl-1H-benzo[d]imidazol-4-yl]methyl}-3,4-dihydro-2H-benzo[b][1,4,5]oxathiazepine 1,1-dioxide